BrC1=CC(=C(C(=O)NC2=NC(=NC=C2)NCCCCC2C3(CC3)CCN(C2)C(=O)[O-])C=C1)F 4-(4-((4-(4-bromo-2-fluorobenzamido)pyrimidin-2-yl)amino)butyl)-6-azaspiro[2.5]octane-6-carboxylate